C(#N)C(CC1=CC=CC=C1)N1C2CCC(C1)C2 N-[1-cyano-2-(phenyl)ethyl]-2-azabicyclo[2.2.1]heptane